N1-((S)-8-bromo-1-methyl-2-oxo-2,3,4,5-tetrahydro-1H-benzo[b][1,4]diazepin-3-yl)-N2-((R)-1-phenylethyl)oxalamide BrC=1C=CC2=C(N(C([C@H](CN2)NC(C(=O)N[C@H](C)C2=CC=CC=C2)=O)=O)C)C1